FC(C=1C(=CNC(C1)=O)C(=O)NC1=C(C=C(C(=C1)C=1C=NC(=CC1)N1C[C@H](OCC1)C)F)N1C[C@H](N(CC1)C)C)F 4-(difluoromethyl)-N-[4-fluoro-2-[(3R)-3,4-dimethylpiperazin-1-yl]-5-[6-[(2R)-2-methylmorpholin-4-yl]pyridin-3-yl]phenyl]-6-oxo-1H-pyridine-3-carboxamide